CC=1C(=C(C=C(C1)C(F)(F)F)O)C1=CC2=C(N=N1)N(CC2)CCN2CCCC2 3-methyl-2-[7-(2-pyrrolidin-1-ylethyl)-5,6-dihydropyrrolo[2,3-c]pyridazin-3-yl]-5-(trifluoromethyl)phenol